CC(C)[O-].CC(C)[O-].CC(C)[O-].[Ti](Cl)(Cl)(Cl)Cl.[C@H]12[C@@H](NC[C@@H]2C1)CO ((1S,2R,5R)-3-azabicyclo[3.1.0]hex-2-yl)methanol titanium(IV) chloride tripropan-2-olate